FC1=C(C(=O)N2C[C@@H](N(C[C@H]2C)C(=O)OC(C)(C)C)C)C=C(C=C1)CC1=NNC(C2=CC=CC=C12)=O tert-butyl 4-(2-fluoro-5-((4-oxo-3,4-dihydrophthalazin-1-yl) methyl) benzoyl)-trans-2,5-dimethylpiperazine-1-carboxylate